N1CCC2(CC1)C(C=1C(=NC=CC1)C2)=O spiro[cyclopenta[b]pyridine-6,4'-piperidin]-5(7H)-one